FC1=CC=C(C=C1)C1=CC=CC(=N1)CO (6-(4-fluorophenyl)pyridin-2-yl)methanol